N=1C=C(N2N=CC=CC21)C#CC2=C(C=CC=1C(=NOC12)NC1=CC(=CC(=C1)C(F)(F)F)CN1CCOCC1)C 7-(imidazo[1,2-b]pyridazin-3-ylethynyl)-6-methyl-N-(3-(morpholinomethyl)-5-(trifluoromethyl)phenyl)benzo[d]isoxazol-3-amine